ClC1=C(N=C(NC1=O)C1=CC(=NC=C1)F)O[C@@H]1COCC1 5-chloro-2-(2-fluoro-4-pyridinyl)-4-[(3S)-tetrahydrofuran-3-yl]oxy-1H-pyrimidin-6-one